CN(C)C(=CC1=CC=CC=C1)[Si]C=1C(N(C2=CC=CC=C2C1)C)NCCCO ((dimethylamino)styryl)-2-((3-hydroxypropyl)amino)-1-methylquinolinylsilicon